(dibromoethyl)cyclopropane BrC(CC1CC1)Br